7-((1r,4r)-4-(2-Fluoro-6-methylphenyl)cyclohexyl)-2-methyl-5-((3-(trifluoromethyl)pyridin-2-yl)methyl)pyrido[2,3-b]pyrazin-6(5H)-one FC1=C(C(=CC=C1)C)C1CCC(CC1)C1=CC=2C(=NC=C(N2)C)N(C1=O)CC1=NC=CC=C1C(F)(F)F